3-chloro-6-(1-(5-(5-methoxypyridin-3-yl)-2H-tetrazol-2-yl)ethyl)pyridazine ClC=1N=NC(=CC1)C(C)N1N=C(N=N1)C=1C=NC=C(C1)OC